(5R,8aS)-3-chloro-5-methyl-5,6,8a,9-tetrahydro-8H-7,10-dioxa-2,4,4b-triazaphenanthrene-1-carboxylic acid methyl ester COC(=O)C1=NC(=NC=2N3[C@@H](COC[C@H]3COC12)C)Cl